C(C)N(C=1C2=C(N=C(N1)C1=C(C=NC=C1)C)C=NC=C2)C(C)C N-Ethyl-2-(3-methylpyridin-4-yl)-N-(prop-2-yl)pyrido[3,4-d]Pyrimidin-4-amine